C(=O)(OCC1C2=CC=CC=C2C2=CC=CC=C12)N[C@@H](CS)C(=O)O N-Fmoc-cysteine